CS(=O)(=O)[O-].C(CCCCCCC)[N+]1=C(C=CC=C1)CCC 1-Octyl-2-propylpyridinium methansulfonat